ClC1=CC(=C(C=C1)NC(N(C)C1=CC=2OC(C(=CC2S1)C(=O)O)=O)=O)OC 2-(3-(4-chloro-2-methoxyphenyl)-1-methylureido)-5-oxo-5H-thieno[3,2-b]pyran-6-carboxylic acid